CN1CCN(CC1)C=1C=CC=C2C(=CN=CC12)N1C(C2=CC=CC=C2CC1)=O 8'-(4-methylpiperazin-1-yl)-3,4-dihydro-1H-[2,4'-biisoquinolin]-1-one